C(C)OC(CC1CC2(C1)CCN(CC2)C(=O)OC(C)(C)C)=O tert-butyl 2-(2-ethoxy-2-oxo-ethyl)-7-azaspiro[3.5]nonane-7-carboxylate